[Br-].[Na].CC=1N=C(SC1C)N1N([NH2+]C(=N1)C1=CC=CC=C1)C1=CC=CC=C1 3-(4,5-dimethylthiazol-2-yl)-2,5-diphenyltetrazolium sodium bromide